COCCOCOC1=CC=C2C(CC3(CCOCC3)OC2=C1)=O 7-(2-methoxyethoxy)methoxy-2',3',5',6'-tetrahydrospiro[chromane-2,4'-pyran]-4-one